1-((6-Bromo-2-(2,6-dioxopiperidin-3-yl)-1,3-dioxoisoindoline-5-yl)methyl)-N-(5-Chloro-4-(5,5-dimethyl-5,6-dihydro-4H-pyrrolo[1,2-b]pyrazol-3-yl)pyridin-2-yl)piperidine-4-Formamide BrC1=C(C=C2C(N(C(C2=C1)=O)C1C(NC(CC1)=O)=O)=O)CN1CCC(CC1)C(=O)NC1=NC=C(C(=C1)C1=C2N(N=C1)CC(C2)(C)C)Cl